ClC=1C(=NC(=NC1)NC1=CC=C(C=C1)N1CCOCC1)C=1C=CC2=C(N(C=N2)CC(F)(F)F)C1 5-chloro-N-(4-morpholinophenyl)-4-(1-(2,2,2-trifluoroethyl)-1H-benzo[d]imidazol-6-yl)pyrimidin-2-amine